8-(2-fluorobenzyl)imidazo[1,2-a]pyrazine-6-carboxamide FC1=C(CC=2C=3N(C=C(N2)C(=O)N)C=CN3)C=CC=C1